ClC=1C=CC(=C(C1)S(=O)(=O)NC1=C(C(=C(C=C1)F)C=1C=C2C=NC(=NC2=CC1)N[C@H](CO)C1=CC=CC=C1)F)C(F)(F)F (S)-5-chloro-N-(2,4-difluoro-3-(2-(2-hydroxy-1-phenylethylamino)quinazolin-6-yl)phenyl)-2-(trifluoromethyl)benzenesulfonamide